FC=1C=C(C=CC1)[C@H](CNC(C1CCC(CC1)C(=O)OC)(C)C)O (1S,4s)-8-[(R)-2-(m-fluorophenyl)-2-hydroxyethylamino]-7-methoxy-p-menthan-7-one